C(=CC)C1C(=O)OC(C1)=O (1-propenyl)succinic anhydride